benzyl 4-((4-aminopiperidin-1-yl)sulfonyl)piperazine-1-carboxylate NC1CCN(CC1)S(=O)(=O)N1CCN(CC1)C(=O)OCC1=CC=CC=C1